8-amino-N-((1s,2s,3r,4s,5s)-2,3,4,5-tetrahydroxy-5-(hydroxymethyl)cyclohexyl)octanamide NCCCCCCCC(=O)N[C@@H]1[C@@H]([C@H]([C@@H]([C@](C1)(CO)O)O)O)O